C(O[C@H]1C[C@H](CC1)C1=NNC(=C1)NC1=CC2=C(CS(C2)(=O)=O)C=C1)(OC1=CC=C(C=C1)[N+](=O)[O-])=O (1R,3S)-3-(5-((2,2-dioxido-1,3-dihydrobenzo[c]thiophen-5-yl)amino)-1H-pyrazol-3-yl)cyclopentyl (4-nitrophenyl) carbonate